1-[4-(dimethylamino)phenyl]prop-2-en-1-one CN(C1=CC=C(C=C1)C(C=C)=O)C